CC1=CC=2C(C3=CC=CC=C3SC2C(=C1)C)=O 2,4-dimethyl-9-thioxanthone